BrC1=CN(C2=NC=CC(=C21)F)S(=O)(=O)C2=CC=C(C)C=C2 3-bromo-4-fluoro-1-tosyl-1H-pyrrolo[2,3-b]pyridine